C(#N)CN(S(=O)(=O)C1=CC=C(C(=O)NCCCCCCC(=O)OC(C)(C)C)C=C1)C(CCC#C)=O tert-butyl 7-(4-(N-(cyanomethyl)-N-(pent-4-ynoyl)sulfamoyl)benzamido)heptanoate